ClC1=CC(=C(CN2C(C3=CC=CC=C3C2=O)=O)C=C1Cl)[N+](=O)[O-] 2-(4,5-dichloro-2-nitrobenzyl)isoindoline-1,3-dione